1-(2-(2-methoxy-4-((2-methoxyethyl)(methyl)amino)-5-nitrophenylamino)Pyrimidin-4-yl)-3-phenyl-1H-pyrazole-4-carbaldehyde COC1=C(C=C(C(=C1)N(C)CCOC)[N+](=O)[O-])NC1=NC=CC(=N1)N1N=C(C(=C1)C=O)C1=CC=CC=C1